3-(4-((7-(azocan-1-yl)heptyl)thio)-1-oxoisoindolin-2-yl)piperidine-2,6-dione N1(CCCCCCC1)CCCCCCCSC1=C2CN(C(C2=CC=C1)=O)C1C(NC(CC1)=O)=O